C(C)(C)(C)OC(=O)N1C[C@@H]2[C@H](C1)CC(C2)NC2=CN=C1C(=N2)N(N=C1)CC(F)F.C(C)(C)(C)N1N(C1=O)C(C)(C)C di-tert-butyl-diazirinone tert-butyl-(3aR,5s,6aS)-5-((1-(2,2-difluoroethyl)-1H-pyrazolo[3,4-b]pyrazin-6-yl)amino)hexahydrocyclopenta[c]pyrrole-2(1H)-carboxylate